C[N+](CCCS(=O)(=O)[O-])(CCOC(C(=C)C)=O)C 3-[Dimethyl-[2-(2-methylprop-2-enoyloxy)ethyl]azaniumyl]propane-1-sulfonate